C(C)N1C(C(CCC1)C1=CC=2C(=NC=CC2C=2SC3=C(N2)C=C(C=C3)N)S1)C (2-(1-ethyl-2-methylpiperidin-3-yl)thieno[2,3-b]pyridin-4-yl)benzo[d]-thiazol-5-amine